(4-(4-fluorobenzyl-carbamoyl)-1,2,3-thiadiazol-5-yl)-3-(2-morpholinoethyl)urea FC1=CC=C(CNC(=O)C=2N=NSC2NC(=O)NCCN2CCOCC2)C=C1